oxetan-2-yl-(methyl)-1H-benzo[d]imidazole-6-carboxylic acid O1C(CC1)C1=NC2=C(N1C)C=C(C=C2)C(=O)O